Oleyl-Hydroxyethyl-Imidazoline C(CCCCCCC\C=C/CCCCCCCC)C=1N(CCN1)CCO